NC1=C(C=2C(=NC=C(C2S1)F)C=1C2=C(C=3C=NC(=NC3C1F)N1C[C@@H]3C([C@@H]3C1)N(C)C)COC2)C#N 2-Amino-4-(3-((1R,5S,6r)-6-(dimethylamino)-3-azabicyclo[3.1.0]hexan-3-yl)-5-fluoro-7,9-dihydrofuro[3,4-f]quinazolin-6-yl)-7-fluorothieno[3,2-c]pyridine-3-carbonitrile